7-fluoro-N-[(3S,4S)-1-(imidazo[1,5-a]pyridine-8-carbonyl)-4-phenyl-3-piperidyl]-1H-benzimidazole-2-carboxamide FC1=CC=CC2=C1NC(=N2)C(=O)N[C@@H]2CN(CC[C@H]2C2=CC=CC=C2)C(=O)C=2C=1N(C=CC2)C=NC1